CN(CC(=O)NC1=NC=C(C=C1)NC=1N=CC=2CCNCC2C1)C 2-(dimethylamino)-N-{5-[(5,6,7,8-tetrahydro-2,6-naphthyridin-3-yl)amino]pyridin-2-yl}acetamide